ClC1=CC(=C(C=C1)C1=NC(=CC2=C1CN(C2=O)C)N2C[C@@H](OCC2)C)F 4-(4-chloro-2-fluorophenyl)-2-methyl-6-((2S)-2-methyl-4-morpholinyl)-2,3-dihydro-1H-pyrrolo[3,4-c]pyridin-1-one